C(#N)C1=CC=C2C(=N1)C(CN2C(=O)NC[C@@H](C2=CC=CC=C2)N(C)C)(C)C (R)-5-cyano-N-(2-(dimethylamino)-2-phenylethyl)-3,3-dimethyl-2,3-dihydro-1H-pyrrolo[3,2-b]pyridine-1-carboxamide